CN1CCN(CC1)NC1=CC(=CC=C1)[N+](=O)[O-] (4-methylpiperazin-1-yl)-3-nitroaniline